O1C(CCCC1)OCC1=C(C=CC=C1COC1OCCCC1)B1OC(C(O1)(C)C)(C)C 2-(2,3-bis((oxan-2-yloxy)methyl)phenyl)-4,4,5,5-tetramethyl-1,3,2-dioxaborolane